C(C)(=O)OC[C@@H]1CC[C@@H](N2C(C=3N(N1C2)C=C(C(C3O)=O)C(NCC3=C(C=C(C=C3F)F)F)=O)=O)C ((1S,2S,5S)-8-hydroxy-5-methyl-7,9-dioxo-10-((2,4,6-trifluorobenzyl)carbamoyl)-2,3,4,5,7,9-hexahydro-1,6-methanopyrido[1,2-b][1,2,5]triazonin-2-yl)methyl acetate